(R)-1-(2-chloropyridin-3-yl)ethyl (4-(5-((1r,3R)-1-fluoro-3-hydroxycyclobutane-1-carboxamido)pyridin-2-yl)-1-methyl-1H-1,2,3-triazol-5-yl)carbamate FC1(CC(C1)O)C(=O)NC=1C=CC(=NC1)C=1N=NN(C1NC(O[C@H](C)C=1C(=NC=CC1)Cl)=O)C